1-Pentyl-2-propylpiperidinium triflat [O-]S(=O)(=O)C(F)(F)F.C(CCCC)[NH+]1C(CCCC1)CCC